r-spirobi[1H-indene]-5,5'-diol C12(C=CC3=CC(=CC=C13)O)C=CC1=CC(=CC=C12)O